CNCCC(C)C N-Methyl(isopentyl)amine